4,4'-carbonylbis(methyl benzoate) C(=O)(C1=CC(=C(C(=O)[O-])C=C1)C)C1=CC(=C(C(=O)[O-])C=C1)C